ClC=1C=C(C=CC1F)C(C=1NC=C(N1)S(=O)(=O)C1CN(CC1)C(=O)OC(C)(C)C)C1=CC(=C(C=C1)F)Cl tert-butyl 3-({2-[bis(3-chloro-4-fluorophenyl)methyl]-1H-imidazol-4-yl}sulfonyl)pyrrolidine-1-carboxylate